O1C=CC2=C1C=CC=C2CC#N 2-(benzofuran-4-yl)acetonitrile